2-(4-bromo-3-fluoro-phenyl)ethanol BrC1=C(C=C(C=C1)CCO)F